N-((S)-1-(6-bromopyridin-2-yl)ethyl)-8-(4-(trifluoromethyl)cyclohex-1-en-1-yl)quinoline-3-carboxamide BrC1=CC=CC(=N1)[C@H](C)NC(=O)C=1C=NC2=C(C=CC=C2C1)C1=CCC(CC1)C(F)(F)F